Carbon Monooxide [C]=O